CN1N=C(C2=CC=CC(=C12)OC1CCN(CC1)C(=O)C=1SC=C(N1)C)C1C(NC(CC1)=O)=O 3-(1-Methyl-7-((1-(4-methylthiazole-2-carbonyl)piperidin-4-yl)oxy)-1H-indazol-3-yl)piperidine-2,6-dione